carboxyaspartic acid C(=O)(O)N[C@@H](CC(=O)O)C(=O)O